2-(4-(5-Chloropyrimidin-2-yl)piperidin-1-yl)-4-((1-(hydroxymethyl)cyclobutyl)amino)-7,8-dihydro-6H-Thiopyrano[3,2-d]pyrimidine 5,5-dioxide ClC=1C=NC(=NC1)C1CCN(CC1)C=1N=C(C2=C(N1)CCCS2(=O)=O)NC2(CCC2)CO